(2Z,2'E)-2,2'-(3-(pyridin-3-yl)pentane-1,2-diylidene)bis(N-methylhydrazine-1-carbothioamide) N1=CC(=CC=C1)C(\C(\C=N/NC(NC)=S)=N/NC(NC)=S)CC